(1r,3r,5r,7r)-4'-cyclopropyl-5'H-spiro[adamantane-2,8'-thieno[2,3-f]isobenzofuran]-5',7'(7a'H)dione C1(CC1)C=1C2=C(C3(C4C(OC(C14)=O)=O)C1CC4CC(CC3C4)C1)SC=C2